N-[4-[(E)-3-(4-Hydroxy-3-methoxyphenyl)prop-2-enoyl]phenyl]prop-2-ynamide OC1=C(C=C(C=C1)/C=C/C(=O)C1=CC=C(C=C1)NC(C#C)=O)OC